CC=1N=CC(=NC1)C(=O)NC=1C=CC=C2C=CC(=NC12)N1CCNCC1 5-methyl-N-(2-(piperazin-1-yl)quinolin-8-yl)pyrazine-2-carboxamide